C(C)(C)C1=CC(=CC(=N1)N)SC 6-isopropyl-4-(methylthio)pyridin-2-amine